2-(2-(3,3-dimethylpyrrolidin-1-yl)-2-oxoethyl)-6-hydroxy-1-methyl-3-oxo-3,8,9,10-tetrahydropyrano[3,2-f]chromene-5-carbaldehyde CC1(CN(CC1)C(CC1=C(C=2C=3CCCOC3C(=C(C2OC1=O)C=O)O)C)=O)C